FC(C(=O)C1=CC=C(C=C1)[N+](=O)[O-])(F)F 2,2,2-Tri-fluoro-1-(4-nitrophenyl)ethan-1-on